BrC=1C=C(C=CC1OC)C1(CCOCC1)C#N 4-(3-bromo-4-methoxy-phenyl)tetrahydropyran-4-carbonitrile